OCCC1CCC(CC1)NC(N(C)C)=O (4-(2-hydroxyethyl)cyclohexyl)-1,1-dimethylurea